C(C)N1N=C(C(=C1)C1=C(C=CC=C1)[C@H]1C2=C(CN(C1)C(=O)C=1CCN(CC1)C)SC(=C2)C#N)C(F)(F)F (S)-4-(2-(1-ethyl-3-(trifluoromethyl)-1H-pyrazol-4-yl)phenyl)-6-(1-methyl-1,2,3,6-tetrahydropyridine-4-carbonyl)-4,5,6,7-tetrahydrothieno[2,3-c]pyridine-2-carbonitrile